N-(5-amino-5-carboxypentyl)-acetamidine NC(CCCCNC(C)=N)C(=O)O